[(oxolan-3-yl)oxy]-1,2-dihydroquinoline-3,6-dicarbonitrile O1CC(CC1)ON1CC(=CC2=CC(=CC=C12)C#N)C#N